CC1=CC=C(C=N1)CN1N=NC(=C1)C(=O)N (6-methylpyridin-3-yl)methyl-1H-1,2,3-triazole-4-carboxamide